[N+](=O)([O-])C=1C=C(C=CC1)N1CCS(CC1)(=O)=O 4-(3-nitrophenyl)thiomorpholine 1,1-dioxide